n-octyl-tris-(2-methoxyethoxy)silane C(CCCCCCC)[Si](OCCOC)(OCCOC)OCCOC